O1-tert-butyl O2-[8-(1-hexylheptoxy)-8-oxo-octyl] (2S)-4-hydroxypyrrolidine-1,2-dicarboxylate OC1C[C@H](N(C1)C(=O)OC(C)(C)C)C(=O)OCCCCCCCC(=O)OC(CCCCCC)CCCCCC